C(C)(=O)NC=1NC(C2=C(N1)NC=C2CCC2=CC=C(C(=O)O)C=C2)=O 4-[2-(2-acetamido-4,7-dihydro-4-oxo-3H-pyrrolo[2,3-d]pyrimidin-5-yl)ethyl]benzoic acid